N1CC(C1)N1N=C(C(=C1)NC1=NC=C(C(=N1)C=1SC=C(C1)S(=O)(=O)C)C(F)(F)F)C N-(1-(azetidin-3-yl)-3-methyl-1H-pyrazol-4-yl)-4-(4-(methylsulfonyl)thiophen-2-yl)-5-(trifluoromethyl)pyrimidin-2-amine